4-(3-(1-(2,6-dichloro-3-fluorophenyl)ethyl)-2-methyl-1H-pyrrolo[2,3-b]pyridin-5-yl)-6-methyl-1,6-dihydro-7H-pyrrolo[2,3-c]pyridin-7-one ClC1=C(C(=CC=C1F)Cl)C(C)C1=C(NC2=NC=C(C=C21)C=2C1=C(C(N(C2)C)=O)NC=C1)C